2-hydroxy-4-tert-butoxy-4'-n-propoxybenzophenone OC1=C(C(=O)C2=CC=C(C=C2)OCCC)C=CC(=C1)OC(C)(C)C